(S)-N-(1-(2-(4-(5-(3-cyano-5-fluorophenyl)-4,5-dihydro-1H-pyrazole-1-carbonyl)piperazin-1-yl)-5-fluoropyrimidin-4-yl)-3,5-dimethyl-1H-pyrazol-4-yl)cyclopropanecarboxamide C(#N)C=1C=C(C=C(C1)F)[C@@H]1CC=NN1C(=O)N1CCN(CC1)C1=NC=C(C(=N1)N1N=C(C(=C1C)NC(=O)C1CC1)C)F